[Na].C(=C)C1=CC=CC=C1 4-ethenylbenzene sodium